ClC=1C=C(OC2CCC(CC2)NC(=O)C=2N=NC(=CC2)N2CCC(CC2)N2CCN(CC2)CC=2C=C3CN(C(C3=CC2F)=O)C2C(NC(CC2)=O)=O)C=CC1C#N N-((1r,4r)-4-(3-chloro-4-cyanophenoxy)cyclohexyl)-6-(4-(4-((2-(2,6-dioxopiperidin-3-yl)-6-fluoro-1-oxoisoindolin-5-yl)methyl)piperazin-1-yl)piperidin-1-yl)pyridazine-3-carboxamide